(2R,5S)-5-(aminomethyl)-2-[4-(2-methoxyphenoxy)phenyl]-1,4-thiazepan-3-one NC[C@H]1NC([C@H](SCC1)C1=CC=C(C=C1)OC1=C(C=CC=C1)OC)=O